ClC1=CC=C(C=C1)C(C(=O)C1=CC=C(C=N1)NC(CC1=NC=C(C=C1)S(=O)(=O)CC)=O)(C)C N-(6-(2-(4-chlorophenyl)-2-methylpropionyl)pyridin-3-yl)-2-(5-(ethylsulfonyl)pyridin-2-yl)acetamide